OCCOC1=CC=C(C=C1)C(C)(C)C1=CC=C(C=C1)OCCO Bis(4-β-hydroxyethoxyphenyl)propane